C(C)N(C=O)F N-ethyl-fluoroformamide